CC=1C=C(C(=O)OC2=C(C(=CC(=C2)Br)C=NC2=CC=C(C=C2)CN(CC)CC)O)C=CC1 5-bromo-3-((4-((di-ethylamino)methyl)phenylimino)methyl)-2-hydroxyphenyl 3-methylbenzoate